3-Amino-4-(7-fluoro-1H-indazol-4-yl)-6-methoxy-7-methyl-1H-1,5-naphthyridin-2-one NC=1C(NC2=CC(=C(N=C2C1C1=C2C=NNC2=C(C=C1)F)OC)C)=O